C[C@@H]1CN(C2=CC=CC(=C2C1)C)C(=O)C1=C(C=CC(=C1)N1N=C(N=C1)C(C)C)OC [(3S)-3,4-dihydro-3,5-dimethyl-1(2H)-quinolinyl][2-methoxy-5-[3-(1-methylethyl)-1H-1,2,4-triazol-1-yl]phenyl]methanone